Difluorodiiodo-silane F[Si](I)(I)F